N-((R)-1-(4-amino-7-(1-(2,2-difluoroethyl)-6-oxo-1,6-dihydropyridazin-3-yl)pyrrolo[2,1-f][1,2,4]triazin-5-yl)piperid-3-yl)-5-chlorothiophene-2-carboxamide NC1=NC=NN2C1=C(C=C2C2=NN(C(C=C2)=O)CC(F)F)N2C[C@@H](CCC2)NC(=O)C=2SC(=CC2)Cl